(R)-1'-(5-((2-amino-3-chloropyridin-4-yl)thio)pyrazin-2-yl)-1-methylspiro[indoline-2,4'-piperidin]-3-amine NC1=NC=CC(=C1Cl)SC=1N=CC(=NC1)N1CCC2(CC1)N(C1=CC=CC=C1[C@H]2N)C